ClC1=C(C(=C(C=C1OC)OC)Cl)C1=NC(=C2C=C(N=CC2=C1)N[C@H]1[C@H](COC1)NC(C=C)=O)NCC N-((3R,4S)-4-((7-(2,6-dichloro-3,5-dimethoxyphenyl)-5-(ethylamino)-2,6-naphthyridin-3-yl)amino)tetrahydrofuran-3-yl)acrylamide